5-(cyclopropylmethoxy)-N-(4,4-difluoro-1-hydroxy-2-methylbutan-2-yl)-2-methyl-1-benzofuran-3-carboxamide C1(CC1)COC=1C=CC2=C(C(=C(O2)C)C(=O)NC(CO)(CC(F)F)C)C1